C(C)(C)[N+]#[C-] i-propyl isonitrile